C(C)(C)(C)C1N2C(C=3N(N=C4C(=CC=CC34)OC[C@H](CC)C)C1)=CC(C(=C2)C(=O)OCC)=O ethyl 6-(tert-butyl)-10-((S)-2-methylbutoxy)-2-oxo-6,7-dihydro-2H-pyrido[2',1':3,4]pyrazino[1,2-b]indazole-3-carboxylate